1-Z-1,3-diaminopropane hydrochloride Cl.NCCCN